ClC1=CC=C2C(=N1)N(C=C2C2=CC=1N(C=C2)C=CN1)COCC[Si](C)(C)C 6-chloro-3-[imidazo[1,2-a]pyridin-7-yl]-1-[[2-(trimethylsilyl)ethoxy]methyl]pyrrolo[2,3-b]pyridine